FC1=C(C=CC(=C1C)OC1=CC2=C(N(C=N2)C)C=C1)NC=1C2=C(N=CN1)C=NC(=N2)SC N-[2-fluoro-3-methyl-4-(1-methylbenzimidazol-5-yl)oxy-phenyl]-6-methylsulfanyl-pyrimido[5,4-d]pyrimidin-4-amine